Br.N1CCNCC1 piperazine mono-hydrobromide